FC1=CC(=C(C=C1)NC1=C(C(=O)O)C=CC(=C1)S(=O)(=O)C)C 2-((4-fluoro-2-methylphenyl)-amino)-4-(meth-ylsulfonyl)benzoic acid